N-(6S)-2-cyclopropyl-4-methyl-5-oxo-7,8-dihydro-6H-pyrazolo[1,5-a][1,3]diazepin-6-yl-1-(tetrahydropyran-2-ylmethyl)-1,2,4-triazole-3-carboxamide C1C(C1)NC(=O)C1=NN(C(=N1)[C@H]1C(N(C=2N(CC1)N=CC2)C)=O)CC2OCCCC2